Methyl 1-((1-(tert-butoxycarbonyl)azetidin-3-yl)oxy)-6-chloro-2,7-naphthyridine-4-carboxylate tert-Butyl-3-((4-bromo-6-chloro-2,7-naphthyridin-1-yl)oxy)azetidine-1-carboxylate C(C)(C)(C)OC(=O)N1CC(C1)OC1=NC=C(C2=CC(=NC=C12)Cl)Br.C(C)(C)(C)OC(=O)N1CC(C1)OC1=NC=C(C2=CC(=NC=C12)Cl)C(=O)OC